ethyl 5-amino-7-chloroimidazo[1,2-C]pyrimidine-2-carboxylate NC1=NC(=CC=2N1C=C(N2)C(=O)OCC)Cl